oxepinyl-(oxepane) O1C(=CC=CC=C1)C1OCCCCC1